NCC1=C(C=CC=C1)N1N=CC(=N1)C(C)(C)O 2-{2-[2-(aminomethyl)phenyl]-1,2,3-triazol-4-yl}propan-2-ol